NC1=NC=2C=CC(=CC2C2=C1C=NN2C)C(=O)N(C2CCCC=1N=C(SC12)C=1C=NN(C1)C)C 4-amino-N,1-dimethyl-N-(2-(1-methyl-1H-pyrazol-4-yl)-4,5,6,7-tetrahydrobenzothiazol-7-yl)-1H-pyrazolo[4,3-c]quinoline-8-carboxamide